(1,2-ethanediyldinitrilo)tetrakis[2-propanol] neodecanoate C(CCCCCC(C)(C)C)(=O)OC(C)CN(CCN(CC(C)O)CC(C)O)CC(C)O